NC1=C2C(=NC=N1)N(N=C2C=2NC1=CC(=CC=C1C2Cl)C(=O)OC)C2CCN(CC2)C(=O)OC(C)(C)C methyl 2-[4-amino-1-(1-tert-butoxycarbonyl-4-piperidinyl) pyrazolo[3,4-d]pyrimidin-3-yl]-3-chloro-1H-indole-6-carboxylate